OC1=CC=C(C=C1)[S+](C)CC1=CC=CC=C1 4-hydroxyphenyl-benzyl-methyl-sulfonium